4-(5-Chloro-3-(4-methyl-3-(trifluoromethyl)phenylsulfonamido)picolinoyl)-5-methoxy-1H-pyrrolo[2,3-b]pyridine 7-oxide ClC=1C=C(C(=NC1)C(=O)C1=C2C(=[N+](C=C1OC)[O-])NC=C2)NS(=O)(=O)C2=CC(=C(C=C2)C)C(F)(F)F